Carbamate fluorine [F].C(N)(O)=O